(R)-1-(9-bromo-8-methoxy-1-(2,2,2-trifluoroethyl)-5,6-dihydropyrrolo[2,1-a]isoquinoline-3-carbonyl)-2-methylazetidine-2-carbonitrile BrC1=C(C=C2CCN3C(C2=C1)=C(C=C3C(=O)N3[C@](CC3)(C#N)C)CC(F)(F)F)OC